ClC1=CC(=C2C(=N1)N(N=N2)[C@H]2[C@@H]([C@@H]([C@@H](O2)COS(=O)(=O)CP(O)(O)=O)O)O)NCC2=C(C=CC=C2)Cl (((((2S,3S,4R,5R)-5-(5-chloro-7-((2-chlorobenzyl)amino)-3H-[1,2,3]triazolo[4,5-b]pyridin-3-yl)-3,4-dihydroxytetrahydro-furan-2-yl)methoxy)sulfonyl)-methyl)phosphonic acid